dibenzyl (3s)-3-hydroxybutyl phosphate P(=O)(OCC1=CC=CC=C1)(OCC1=CC=CC=C1)OCC[C@H](C)O